C[C@]12CC[C@H]3[C@H]([C@@H]1CC[C@@H]2[C@](C)(CCCC(C)(C)O)O)CCC4=CC(=O)CC[C@]34C The molecule is a cholestanoid that is cholest-4-ene substituted by hydroxy groups at positions 20 and 25 and an oxo group at position 3. Isolated from Stachyurus himalaicus, it exhibits cytotoxic activity against human Hela cell lines. It has a role as a metabolite and an antineoplastic agent. It is a cholestanoid, a 20-hydroxy steroid, a 25-hydroxy steroid and a 3-oxo-Delta(4) steroid.